4-(4-chlorophenyl)-1H-pyrrole-2-carboxylic acid ethyl ester C(C)OC(=O)C=1NC=C(C1)C1=CC=C(C=C1)Cl